CC1(CC(=CC=C1)C1C(OC2=C1C=C(C=C2C(C)(C)C)C(C)(C)C)=O)C 3-(3,3-dimethylphenyl)-5,7-di-tert-butyl-benzofuran-2-one